C1(C(C(C(C(C1=O)=O)=O)=O)=O)=O cyclohexanehexaone